n-tetracosyl pentyl ketone C(CCCC)C(=O)CCCCCCCCCCCCCCCCCCCCCCCC